C(#N)[C@]1(CC12CC2)C=2C=C1C=C(N=CC1=CC2)NC(CC=2C=NN(C2)C(F)F)=O (S)-N-(6-(1-cyanospiro[2.2]pentan-1-yl)isoquinolin-3-yl)-2-(1-(difluoromethyl)-1H-pyrazol-4-yl)acetamide